C(C)(C)(C)OC(=O)N1C[C@H](CC=C1C=1C=C(C2=C(OC3(CC3)C(N2)=O)C1)Cl)C (S)-6-(5-chloro-3-oxo-3,4-dihydrospiro[benzo[b][1,4]oxazine-2,1'-cyclopropane]-7-yl)-3-methyl-3,4-dihydropyridine-1(2H)-carboxylic acid tert-butyl ester